C1(CCCCC1)C(C1=CC(=CC(=C1)Cl)Cl)C1=NC(=CC=C1S(=O)(=O)N)OC(C)C (cyclohexyl-(3,5-dichlorophenyl)methyl)-6-isopropoxypyridine-3-sulfonamide